COC1=C(C=CC(=C1)N1CCC(CC1)N1CCN(CC1)CC)NC1=NC=NC(=C1)N1OCC2(CC2)[C@H]1C1=CC=CC=C1 (R)-N-(2-methoxy-4-(4-(4-ethylpiperazin-1-yl)piperidin-1-yl)phenyl)-6-(7-phenyl-5-oxa-6-azaspiro[2.4]heptan-6-yl)pyrimidin-4-amine